6-((1H-pyrrolo[2,3-c]Pyridin-4-yl)methyl)-N2-methyl-N4-((1S,2S)-2-methylcyclopropyl)pyridine-2,4-dicarboxamide N1C=CC=2C1=CN=CC2CC2=CC(=CC(=N2)C(=O)NC)C(=O)N[C@@H]2[C@H](C2)C